C(C)(C)(C)OC(=O)N1CCC(CC1)OCC=O 4-(2-Oxoethoxy)piperidine-1-carboxylic acid tert-butyl ester